BrC1=CC(=C(C(=O)N2[C@@H](CN(CC2)C(=O)OC(C)(C)C)CCO[Si](C2=CC=CC=C2)(C2=CC=CC=C2)C(C)(C)C)C=C1[N+](=O)[O-])F tert-butyl (R)-4-(4-bromo-2-fluoro-5-nitrobenzoyl)-3-(2-((tert-butyldiphenylsilyl)oxy)ethyl)piperazine-1-carboxylate